ClC1=CC(=CC(=N1)N1C2CN(CC1CC2)C(=O)C2=C(C=C(C=C2)F)Cl)S(=O)(=O)N2CC(CC2)(F)F [8-[6-chloro-4-(3,3-difluoropyrrolidin-1-yl)sulfonyl-2-pyridyl]-3,8-diazabicyclo[3.2.1]octan-3-yl]-(2-chloro-4-fluoro-phenyl)methanone